OCC=1C(NC(N([C@]2([C@H](O)[C@H](O)[C@@H](CO)O2)O)C1)=O)=O 5-hydroxymethyl-hydroxy-uridine